OC1=C(C=CC=C1)CC1=CC=C(C=C1)O (2-hydroxyphenyl)(4-hydroxyphenyl)methane